N-(4'-((6-sulfamoylpyridin-2-yl)amino)-[2,3'-bipyridin]-6'-yl)acetamide S(N)(=O)(=O)C1=CC=CC(=N1)NC1=C(C=NC(=C1)NC(C)=O)C1=NC=CC=C1